ClC1=CC=C2C(=N1)NC=C2S(=O)(=O)NC2=C(C=CC(=C2)F)F 6-chloro-N-(2,5-difluorophenyl)-1H-pyrrolo[2,3-b]pyridine-3-sulfonamide